C12CN(CC(CC1)O2)C2=NC=CC(=N2)C2=NC=C(C(=C2)N2C(C(=C(C=C2C)OCC2=NC=C(C=C2F)F)Cl)=O)C 2'-(2-(8-oxa-3-azabicyclo[3.2.1]oct-3-yl)pyrimidin-4-yl)-3-chloro-4-((3,5-difluoropyridin-2-yl)methoxy)-5',6-dimethyl-2H-[1,4'-bipyridin]-2-one